CC1(C2CC1C3(C(C2)O3)C)C The molecule is an epoxide of alpha-pinene. It has a role as a fragrance, a bacterial xenobiotic metabolite and a human metabolite. It is a pinane monoterpenoid and an epoxide. It derives from a hydride of an alpha-pinene.